Cl.ClC1=CC=C(C[C@H]2CO[C@H](CN2C2CCC(CC2)C=2SC(=C(C2)C)C)CS(=O)(=O)C)C=C1 (2R,5S)-5-(4-chlorobenzyl)-4-(4-(4,5-dimethylthiophen-2-yl)cyclohexyl)-2-((methylsulfonyl)methyl)-morpholine hydrochloride